C(C)(C)(C)OC(C1=CC=C(C=C1)N(C([C@H](C1=CC(=CC=C1)N(C(CN(C)C)=O)C)NC(=O)OC(C)(C)C)=O)CC)=O (S)-4-(2-(tert-butoxycarbonylamino)-2-(3-(2-(dimethylamino)-N-methylacetamido)phenyl)-N-ethylacetamido)-benzoic acid tert-butyl ester